7-((3R,5S)-1-propenoyl-5-methylpyrrolidin-3-yl)-4-amino-6-(cyclopropylethynyl)-N-(2-phenylpropane-2-yl)-7H-pyrrolo[2,3-d]pyrimidine-5-carboxamide C(C=C)(=O)N1C[C@@H](C[C@@H]1C)N1C(=C(C2=C1N=CN=C2N)C(=O)NC(C)(C)C2=CC=CC=C2)C#CC2CC2